tert-butyl 2-(4-(4-(2-(1-(6,7-dihydro-5H-pyrrolo[1,2-c]imidazol-1-yl)-2-oxo-2-(thiazol-2-ylamino)ethyl)-7-fluoro-3-oxoisoindolin-5-yl)phenyl)piperidin-1-yl)acetate C1(=C2N(C=N1)CCC2)C(C(NC=2SC=CN2)=O)N2CC1=C(C=C(C=C1C2=O)C2=CC=C(C=C2)C2CCN(CC2)CC(=O)OC(C)(C)C)F